BrC1=CC(=C(C=C1)[N+](=O)[O-])OCC(F)F 4-bromo-2-(2,2-difluoroethoxy)-1-nitrobenzene